CN(CCNC1=CC(=C2CN(C(C2=C1)=O)C1CCC(CC1)C(=O)NC=1NC2=CC=CC=C2C1)C)C (1s,4s)-4-(6-(2-(dimethylamino)ethylamino)-4-methyl-1-oxoisoindolin-2-yl)-N-(1H-indol-2-yl)cyclohexanecarboxamide